2-oxo-6-(4-(piperazin-1-ylmethyl)benzyl)benzo[cd]indol O=C1NC2=CC=C(C=3C2=C1C=CC3)CC3=CC=C(C=C3)CN3CCNCC3